N-[1-[[(3-amino-3-oxo-propyl)-(2-chloroacetyl)amino]carbamoyl]-3-methyl-butyl]-1H-benzimidazole-2-carboxamide NC(CCN(C(CCl)=O)NC(=O)C(CC(C)C)NC(=O)C1=NC2=C(N1)C=CC=C2)=O